C(CCCCCCCCC)N(CCCC(=O)N)CCCCCCCCCC 4-(didecylamino)butanamide